4-((4-(benzyloxy)-2-methoxy-6-methylbenzoyl)oxy)-3-bromo-2,5,6-trimethylbenzoic acid C(C1=CC=CC=C1)OC1=CC(=C(C(=O)OC2=C(C(=C(C(=O)O)C(=C2C)C)C)Br)C(=C1)C)OC